N-(5-((2-(2-azabicyclo[2.2.2]octan-2-yl)ethyl)carbamoyl)-2-methylpyridin-3-yl)-2-(1-cyclopropyl-1H-pyrazol-4-yl)pyrazolo[5,1-b]thiazole-7-carboxamide C12N(CC(CC1)CC2)CCNC(=O)C=2C=C(C(=NC2)C)NC(=O)C=2C=NN1C2SC(=C1)C=1C=NN(C1)C1CC1